O1CCN(CC1)CCNC(O[C@H]1CC[C@@]2([C@H]3CC[C@@]4([C@H](CC[C@@]4([C@@H]3CC[C@@H]2C1)O)C=1C=CC(OC1)=O)C)C)=O (3S,5R,8R,9S,10S,13R,14S,17R)-14-hydroxy-10,13-dimethyl-17-(2-oxo-2H-pyran-5-yl)hexadecahydro-1H-cyclopenta[a]phenanthren-3-yl (2-morpholinoethyl)carbamate